1-((5-(benzo[d][1,3]dioxolan-5-yl)-4H-1,2,4-triazol-3-yl)methyl)-4-benzylpiperidine O1COC2=C1C=CC(=C2)C=2NC(=NN2)CN2CCC(CC2)CC2=CC=CC=C2